5-[(Alanylhomoserinyl-β-aspartyl)oxy]-1,2-dihydro-4-hydroxy-3H-pyrazol-3-one N[C@@H](C)C(=O)N[C@@H](CCO)C(=O)N[C@@H](CC(=O)OC1=C(C(NN1)=O)O)C(=O)O